NC=1C=C2C=CC=NC2=C(N1)C=1C=C2CN(C(C2=CC1)=O)C1CNCCC1 3-[5-(6-Amino-1,7-naphthyridin-8-yl)-1-oxo-2,3-dihydro-1H-isoindol-2-yl]piperidine